BrC1=C2C=CC=NC2=C(C=C1)NC(C1=CC=C(C=C1)C(F)(F)F)=O N-(5-Bromoquinolin-8-yl)-4-(trifluoromethyl)benzamide